(S)-2-(((3-(azetidin-1-ylsulfonyl)-5-bromo-6-(3-((tert-butyldimethylsilyl)oxy)pyrrolidin-1-yl)pyridin-2-yl)oxy)methyl)benzene-1-ylium N1(CCC1)S(=O)(=O)C=1C(=NC(=C(C1)Br)N1C[C@H](CC1)O[Si](C)(C)C(C)(C)C)OCC1=[C+]C=CC=C1